FC=1C=CC=C2CO[C@H](C12)CNC (R)-1-(7-fluoro-1,3-dihydroisobenzofuran-1-yl)-N-methylmethanamine